CN1N=C(C(=C1NC(CC(C)(C)C)=O)C)OC1=CC=CC=C1 N-(1,4-dimethyl-3-phenoxy-1H-pyrazol-5-yl)-3,3-dimethylbutanamide